1-(cyclopropylmethyl)-6-(4-fluoro-2-methoxy-phenyl)-3H-imidazo[4,5-b]pyridin-2-one C1(CC1)CN1C(NC2=NC=C(C=C21)C2=C(C=C(C=C2)F)OC)=O